C(C)S(=O)(=O)C=1C(=NC(=CC1)OC)N1CC2=C(C1=O)C=C(S2)C(C(F)(F)F)(F)F 5-(3-ethylsulfonyl-6-methoxy-2-pyridyl)-2-(1,1,2,2,2-pentafluoroethyl)-6H-thieno[2,3-c]pyrrol-4-one